(Z)-2-fluoro-3-(pyridin-2-yl)acrylic acid ethyl ester C(C)OC(/C(=C/C1=NC=CC=C1)/F)=O